BrC1=NC2=C(N1C1CC1)C=C(C=C2)F 2-Bromo-1-cyclopropyl-6-fluoro-1H-benzo[d]imidazole